C(C)N1C(CCC1(OC)C(C)C)(OC)CC N-ethyl-2-ethyl-5-isopropyl-2,5-dimethoxydihydropyrrole